(R)-6-chloro-3-((1-(2-cyano-7-methyl-3-(2-methyl-6,7-dihydrothiazolo[4,5-c]pyridin-5(4H)-yl)quinoxalin-5-yl)ethyl)amino)picolinic acid ClC1=CC=C(C(=N1)C(=O)O)N[C@H](C)C1=C2N=C(C(=NC2=CC(=C1)C)C#N)N1CC2=C(CC1)SC(=N2)C